6-Chloro-2-{4-[4-(3-methoxypropyl)piperazin-1-yl]phenyl}-N-[1-(1-methylethyl)piperidin-4-yl]-3H-imidazo[4,5-b]pyridin-7-amine ClC=1C(=C2C(=NC1)NC(=N2)C2=CC=C(C=C2)N2CCN(CC2)CCCOC)NC2CCN(CC2)C(C)C